1,5-Cyclododecadien C1=CCCC=CCCCCCC1